4-(4-bromophenyl)-3,5-diphenylisoxazole BrC1=CC=C(C=C1)C=1C(=NOC1C1=CC=CC=C1)C1=CC=CC=C1